(8-oxabicyclo[3.2.1]oct-3-yl)-2-chloro-7,9-dihydro-8H-purin-8-one C12CC(CC(CC1)O2)N2C1=NC(=NC=C1NC2=O)Cl